3-(4-((4-((4'-chloro-5,5-dimethyl-3,4,5,6-tetrahydro-[1,1'-biphenyl]-2-yl)methyl)piperazin-1-yl)methyl)-1-oxoisoindolin-2-yl)piperidine-2,6-dione ClC1=CC=C(C=C1)C1=C(CCC(C1)(C)C)CN1CCN(CC1)CC1=C2CN(C(C2=CC=C1)=O)C1C(NC(CC1)=O)=O